[5-fluoro-2-Methyl-3-(quinolin-2-ylmethyl)indol-1-yl]acetic acid FC=1C=C2C(=C(N(C2=CC1)CC(=O)O)C)CC1=NC2=CC=CC=C2C=C1